C(C1=CC=CC=C1)OC1=NC(=CC=C1C1=NN(C2=CC(=CC=C12)N1CCN(CC1)C[C@@H]1[C@@H](CN(CC1)C(=O)OC(C)(C)C)C)C)OCC1=CC=CC=C1 tert-butyl (3S,4S)-4-((4-(3-(2,6-bis(benzyloxy)pyridin-3-yl)-1-methyl-1H-indazol-6-yl) piperazin-1-yl) methyl)-3-methylpiperidine-1-carboxylate